C(C=1C(C(=O)[O-])=CC=CC1)(=O)[O-].[Ba+2] Barium phthalat